(6S)-6-methoxy-N'-((5-(2-methoxypyridin-4-yl)-2,3-dihydro-1H-inden-4-yl)carbamoyl)-6,7-dihydro-5H-pyrazolo[5,1-b][1,3]oxazine-3-sulfonimidamide CO[C@H]1CN2C(OC1)=C(C=N2)S(=O)(N)=NC(NC2=C1CCCC1=CC=C2C2=CC(=NC=C2)OC)=O